((1H-imidazol-5-yl)methyl)-1-(5-methoxypyridin-3-yl)methylamine N1C=NC=C1CNCC=1C=NC=C(C1)OC